COCOC1=C(C=C(C=C1B1OC(C(O1)(C)C)(C)C)C)N1C2=CC=CC=C2C=2C=CC=CC12 9-(2-(methoxymethoxy)-5-methyl-3-(4,4,5,5-tetramethyl-1,3,2-dioxaborolan-2-yl)phenyl)-9H-carbazole